C(C1=CC=CC=C1)OC=1C(=NC=NC1OCC1=CC=CC=C1)CC1CC(=NO1)C1=CC=C(C=C1)C#CC1=CC=C(CN2CCOCC2)C=C1 4-(4-((4-(5-((5,6-bis(benzyloxy)pyrimidin-4-yl)methyl)-4,5-dihydroisoxazol-3-yl)phenyl)ethynyl)benzyl)morpholine